CS(=O)(=O)NC1=NN(C=C1)C(=O)N1CCN(CC1)CC1=C(C=C(C=C1)C(F)(F)F)NCCC(=O)O 3-((2-((4-(3-(Methylsulfonamido)-1H-pyrazole-1-carbonyl)piperazin-1-yl)methyl)-5-(trifluoromethyl)phenyl)amino)propanoic acid